FC1=C(C(=CC=C1C1=CC(=NN1)C#CC)O)N1CC(NS1(=O)=O)=O 5-(2-fluoro-6-hydroxy-3-(3-(prop-1-yn-1-yl)-1H-pyrazol-5-yl)phenyl)-1,2,5-thiadiazolidin-3-one 1,1-dioxide